COC1=CC=C(CN2C(C3=CC=CC(=C3C=N2)C(C(F)(F)F)OCCCC(N2CCN(CC2)C2=NC=C(C=N2)C(F)(F)F)=O)=O)C=C1 2-(4-methoxybenzyl)-5-(2,2,2-trifluoro-1-(4-oxo-4-(4-(5-(trifluoromethyl)pyrimidin-2-yl)piperazin-1-yl)butoxy)ethyl)phthalazin-1(2H)-one